uridine-5'-tetraphosphate P(O)(=O)(OP(=O)(O)OP(=O)(O)OP(=O)(O)O)OC[C@@H]1[C@H]([C@H]([C@@H](O1)N1C(=O)NC(=O)C=C1)O)O